C1(CC1)CC=1C(=NN(C1)CC1=CC=NC=C1)N (Cyclopropylmethyl)-1-(pyridin-4-ylmethyl)-1H-pyrazol-3-amine